2-Chloro-4-(chloromethyl)-3,6-difluorobenzonitrile ClC1=C(C#N)C(=CC(=C1F)CCl)F